1-(2,4-difluoropyridin-3-yl)hexan-1-ol FC1=NC=CC(=C1C(CCCCC)O)F